COC1=C(C(=O)NCC(F)(F)F)C(=CC(=C1)C1=CN=C2N1C=CC(=C2)C=2C=NN(C2)C)OC 2,6-dimethoxy-4-[7-(1-methylpyrazol-4-yl)imidazo[1,2-a]pyridin-3-yl]-N-(2,2,2-trifluoroethyl)benzamide